ON1[C@@H]2CC[C@H](N(C1=O)C2)C(=O)NOC[C@@H]2N(CCC2)C(=O)OC(C)(C)C tert-Butyl (2R)-2-{[({[(2S,5R)-6-hydroxy-7-oxo-1,6-diazabicyclo[3.2.1]oct-2-yl]carbonyl}amino)oxy]methyl}pyrrolidine-1-carboxylate